butyric acid fluoromethyl ester FCOC(CCC)=O